FC1=C(CCN2N=C3C4=C(C(=CC3=C2C)O)C=CC=C4)C=CC=C1 2-(2-fluorophenethyl)-3-methyl-2H-benzo[g]indazol-5-ol